N1(CCC1)CC=1C=C(C=NC1)C=1N=NN(C1)CC1=C(C=C(C=N1)C=1OC(=NN1)C(F)F)F 2-(6-((4-(5-(azetidin-1-ylmethyl)pyridin-3-yl)-1H-1,2,3-triazol-1-yl)methyl)-5-fluoropyridin-3-yl)-5-(difluoromethyl)-1,3,4-oxadiazole